(3-amino-6-fluoro-2-methoxyphenyl)(5-bromo-1H-pyrrolo[2,3-b]pyridin-3-yl)methanone NC=1C(=C(C(=CC1)F)C(=O)C1=CNC2=NC=C(C=C21)Br)OC